ClC=1C(=NC(=C(C1)C#N)Cl)NC=1C=C2C=C(C(N(C2=CC1)C)=O)OCC(=O)NC 2-((6-((3,6-Dichloro-5-cyanopyridin-2-yl)amino)-1-methyl-2-oxo-1,2-dihydroquinolin-3-yl)oxy)-N-methylacetamide